NC=1N=C(SC1C(=O)C1=CC=NC=C1)N(C1=CC(=C(C=C1)F)Cl)C(C(=O)N)C 2-(N-[4-amino-5-(pyridine-4-carbonyl)thiazol-2-yl]3-chloro-4-fluoroanilino)propanamide